(7S)-7-tert-butyl-N-[(1R)-3-(4-hydroxy-1-piperidyl)-1-[3-[[(3R)-1-methylpyrrolidin-3-yl]carbamoyl]phenyl]propyl]-5,6,7,8-tetrahydrothiazolo[5,4-b]quinoline-2-carboxamide C(C)(C)(C)[C@@H]1CC=2C=C3C(=NC2CC1)SC(=N3)C(=O)N[C@H](CCN3CCC(CC3)O)C3=CC(=CC=C3)C(N[C@H]3CN(CC3)C)=O